6-(3-Hydroxypropyl-methylamino)quinoline-4-carboxylic acid methyl ester COC(=O)C1=CC=NC2=CC=C(C=C12)N(C)CCCO